3-(3-(3-fluorophenyl)-4-thiazolinonyl)-N-(4-(thiophen-2-yl)butyl)benzamide FC=1C=C(C=CC1)N1C(SC=C1C=1C=C(C(=O)NCCCCC=2SC=CC2)C=CC1)=O